2-[(1R,4S,5R)-4-[(4-fluorophenyl)methyl]-3-azabicyclo[3.1.0]hexan-3-yl]-4-morpholino-1H-pyrimidin-6-one FC1=CC=C(C=C1)C[C@@H]1N(C[C@@H]2C[C@@H]12)C=1NC(C=C(N1)N1CCOCC1)=O